6-(2-amino-6-fluoro-5-(2-methyl-1,2,3,4-tetrahydroisoquinolin-5-yl)pyridin-3-yl)-3,4-dihydroisoquinolin-1(2H)-one NC1=NC(=C(C=C1C=1C=C2CCNC(C2=CC1)=O)C1=C2CCN(CC2=CC=C1)C)F